3-((1-(3-((S)-4-Benzyl-2-oxooxaolidin-3-yl)-5-methylphenyl)ethyl)amino)-6-fluoropicolinic acid C(C1=CC=CC=C1)C1[C@H](C(OC1)=O)C=1C=C(C=C(C1)C)C(C)NC=1C(=NC(=CC1)F)C(=O)O